OC1=C(C=C(C=C1)O)C1=CC=CC=2C3=CC=CC=C3OP(C12)=O 2,5-dihydroxyphenyl-9,10-dihydro-9-oxa-10-phosphaphenanthrene-10-oxide